[(1R,2S,5R)-2-isopropyl-5-methylcyclohexyl] 2-(ethylamino)-2-oxo-acetate C(C)NC(C(=O)O[C@H]1[C@@H](CC[C@H](C1)C)C(C)C)=O